COC=1C=CC=2C[C@@H]3[C@@H]4C=CC(C5[C@@]4(C2C1O5)CCN3C)O 7,8-didehydro-4,5-epoxy-3-methoxy-17-methylmorphinan-6-ol